4-((2-formyl-3-hydroxyphenoxy)methyl)benzoic acid C(=O)C1=C(OCC2=CC=C(C(=O)O)C=C2)C=CC=C1O